N,N-dimethyl-3-((5-(1-((2S,6R)-2,6-dimethylmorpholinyl)-3-methylimidazo[1,5-a]quinoxalin-8-yl)pyridin-2-yl)oxy)propan-1-amine CN(CCCOC1=NC=C(C=C1)C1=CC=C2N=CC=3N(C2=C1)C(=NC3C)N3C[C@@H](O[C@@H](C3)C)C)C